C(C1=CC=CC=C1)NC(N(C1=NC=C(N=C1)C=1C=NC(=NC1)OC)[C@@H]1CC[C@H](CC1)NC1=NC=C(C(=N1)C1=NNC=C1Cl)C(F)F)=O 3-benzyl-1-(trans-4-((4-(4-chloro-1H-pyrazol-3-yl)-5-(difluoromethyl)pyrimidin-2-yl)amino)cyclohexyl)-1-(5-(2-methoxypyrimidin-5-yl)pyrazin-2-yl)urea